CN1CC=2N(C=3C=C(C=CC3C2)N2C(NC(CC2)=O)=O)CC1 1-(2-Methyl-1,2,3,4-tetrahydropyrazino[1,2-a]indol-7-yl)dihydropyrimidine-2,4(1H,3H)-dione